BrC1=C(C(=CC=C1Br)OC)/C=C/C(=O)OCC (E)-ethyl 3-(2,3-dibromo-6-methoxyphenyl)acrylate